COC(=O)C=1C(=NC(=CC1)C(F)(F)F)O 2-hydroxy-6-(trifluoromethyl)pyridine-3-carboxylic acid methyl ester